COC(CCCN1C(C=2C(C1=O)=CC=CC2)=O)OC N-(3-(dimethoxymethyl)propyl)phthalimide